di(N-hydroxysuccinimide) adipate C(CCCCC(=O)O)(=O)O.ON1C(CCC1=O)=O.ON1C(CCC1=O)=O